ClC1=CC=C(C(=O)C2=CC=C(C=C2)OC)C=C1 4-chloro-4'-methoxybenzophenone